N-(1'-(6-methyl-2-(pyridin-3-yl)pyrimidin-4-yl)-1',2'-dihydrospiro[cyclopropane-1,3'-pyrrolo[3,2-c]pyridin]-6'-yl)acetamide CC1=CC(=NC(=N1)C=1C=NC=CC1)N1CC2(C=3C=NC(=CC31)NC(C)=O)CC2